C(C=C)C(C(C(=O)N)(O)CC=C)(O)C(=O)O diallyl-tartaric acid amide